(R)-3-amino-1-(2-((6-amino-9H-purin-9-yl)methyl)-5-chloro-3-((R)-2,2,2-trifluoro-1-hydroxyethyl)phenyl)-N-cyclopropylpyrrolidine-3-carboxamide N[C@]1(CN(CC1)C1=C(C(=CC(=C1)Cl)[C@H](C(F)(F)F)O)CN1C2=NC=NC(=C2N=C1)N)C(=O)NC1CC1